Cl.OC1=C(C#N)C=C(C=C1)C1=NC=C(C=C1)N1C(N(C2=NC=CC=C21)[C@@H]2CNCC2)=O (S)-2-Hydroxy-5-(5-(2-oxo-3-(pyrrolidin-3-yl)-2,3-dihydro-1H-imidazo[4,5-b]pyridin-1-yl)pyridin-2-yl)benzonitrile Hydrochloride